Methyl 7-bromo-6-chloro-1-methyl-2,4-dioxo-1,2,3,4-tetrahydro-1,5-naphthyridine-3-carboxylate BrC1=C(N=C2C(C(C(N(C2=C1)C)=O)C(=O)OC)=O)Cl